1H-pyrazole-4-carbaldehyde N1N=CC(=C1)C=O